1-((S)-4-benzyl-2-methylpiperazin-1-yl)-3-((1-(3,6-difluoro-9H-carbazol-9-yl)-3-(3-fluoro-9H-carbazol-9-yl)propan-2-yl)oxy)propan-2-ol C(C1=CC=CC=C1)N1C[C@@H](N(CC1)CC(COC(CN1C2=CC=C(C=C2C=2C=C(C=CC12)F)F)CN1C2=CC=CC=C2C=2C=C(C=CC12)F)O)C